((6-chloro-1-(pyridin-3-yl)-1H-indazol-3-yl)(cyclopropyl)methyl)-3-methyl-1H-pyrazolo[3,4-d]pyrimidin-4-amine ClC1=CC=C2C(=NN(C2=C1)C=1C=NC=CC1)C(C1CC1)N1N=C(C=2C1=NC=NC2N)C